OC1=C(C(N(C=C1)C)=O)NC(N[C@@H](CC(=O)O)C1=CC(=CC=C1)C1=NC=CN=C1)=O (S)-3-(3-(4-hydroxy-1-methyl-2-oxo-1,2-dihydropyridin-3-yl)ureido)-3-(3-(pyrazin-2-yl)phenyl)propanoic acid